4-cyano-2-((2-fluoro-4-iodophenyl)amino)benzoic acid 2,3-dihydroxypropyl ester OC(COC(C1=C(C=C(C=C1)C#N)NC1=C(C=C(C=C1)I)F)=O)CO